[Na+].CC(CC(C(=O)[O-])=O)C 4-Methyl-2-oxopentanoic acid sodium salt